{1-[4-(6-cyclopropylmethoxy-pyridin-2-yl)-2,6-difluoro-phenyl]-pyrrolidin-3-yl}-acetic acid ethyl ester C(C)OC(CC1CN(CC1)C1=C(C=C(C=C1F)C1=NC(=CC=C1)OCC1CC1)F)=O